3,5-Bis(3-cyanobenzyl)-1-methylpiperidin-4-one C(#N)C=1C=C(CC2CN(CC(C2=O)CC2=CC(=CC=C2)C#N)C)C=CC1